Ethyl (1R,3S,5S)-2-(2-(3-acetyl-7-methyl-5-(2-methylpyrimidin-5-yl)-1H-indazol-1-yl)acetyl)-5-(((tert-butyldimethylsilyl)oxy)methyl)-2-azabicyclo[3.1.0]hexane-3-carboxylate C(C)(=O)C1=NN(C2=C(C=C(C=C12)C=1C=NC(=NC1)C)C)CC(=O)N1[C@@H]2C[C@@]2(C[C@H]1C(=O)OCC)CO[Si](C)(C)C(C)(C)C